CC(C)(C)OC(=O)N(C1=C(C=C(C=2N1C=NC2)C=C)C(=O)[O-])C(=O)OC(C)(C)C 5-[bis[(2-methylpropan-2-yl)oxycarbonyl]amino]-8-ethenylimidazo[1,5-a]pyridine-6-carboxylate